CC1=C(C=C(C2=CN(N=C12)C(C(=O)NC=1SC=CN1)C1=C2N(C=N1)C1(CC1)CC2)C(F)(F)F)C2=CC=C(C=C2)N2CCOCC2 2-[7-Methyl-6-(4-morpholinophenyl)-4-(trifluoromethyl)indazol-2-yl]-2-spiro[6,7-dihydropyrrolo[1,2-c]imidazol-5,1'-cyclopropan]-1-yl-N-thiazol-2-yl-acetamide